C(C)SCCCl 2-chloroethyl Ethyl sulfide